NC1=NC=C(C=C1)C1=CC=CC=C1 2-amino-5-phenylpyridine